C(#N)NC(NC=1C=C(C=CC1F)NC(C1=C(C=C(C=C1)C(F)(F)F)OC1=C(C=C(C=C1)F)C)=O)=NC N-(3-(3-cyano-2-methylguanidino)-4-fluorophenyl)-2-(4-fluoro-2-methylphenoxy)-4-(trifluoromethyl)benzamide